NC1=NN2C(NC(C=C2)=O)=C1C(=O)OC(C)(C)C tert-butyl 2-amino-5-oxo-4,5-dihydropyrazolo[1,5-a]pyrimidine-3-carboxylate